C(C1=CC=CC=C1)N1C[C@@](CCC1)(O)CC |r| racemic-1-benzyl-3-ethylpiperidin-3-ol